IC1=CC=C(C=C1)NS(=O)(=O)C(C)C N-(4-iodophenyl)propane-2-sulfonamide